N-(1-cyanoisopropyl)-N-methyl-2-amino-3-methyl-5-chlorobenzamide C(#N)C(C)(C)N(C(C1=C(C(=CC(=C1)Cl)C)N)=O)C